N[C@H](CCCCN)C(=O)N[C@H](CCCCN)C(=O)O D-lysyl-D-lysine